2-(3-bromophenyl)-3-(3-pyridyl)butane-2-ol BrC=1C=C(C=CC1)C(C)(C(C)C=1C=NC=CC1)O